NC=CC 1-amino-propylene